1-{4-fluoro-3-[5-(propan-2-yl)-2H-pyrazolo[3,4-b]pyridin-2-yl]phenyl}-3,3-dimethylurea FC1=C(C=C(C=C1)NC(=O)N(C)C)N1N=C2N=CC(=CC2=C1)C(C)C